ClC1=C(OCC(=O)N2CCN(CC2)C(=O)OC(C)(C)C)C=CC(=C1)C=1C2=C(N=C(N1)S(=O)(=O)C)C(CC2)(F)F tert-butyl 4-(2-(2-chloro-4-(7,7-difluoro-2-(methylsulfonyl)-6,7-dihydro-5H-cyclopenta[d]pyrimidin-4-yl)phenoxy)acetyl)piperazine-1-carboxylate